ethylidenebisphenol CC(C1=CC=CC=C1O)C2=CC=CC=C2O